5-(2-{2-[N-({[1,1'-biphenyl]-3-yl}methyl)formamido]phenyl}-ethynyl)pyridine-2-carboxylic acid C1(=CC(=CC=C1)CN(C=O)C1=C(C=CC=C1)C#CC=1C=CC(=NC1)C(=O)O)C1=CC=CC=C1